C(C)NC(CC1=CC=C(C=C1)NC(NCC1=CC=C(C=C1)OC)=O)=O N-ethyl-2-[4-((N-[(4-methoxyphenyl)methyl]carbamoyl)amino)phenyl]acetamide